FC1(CN(CC12CCCC2)C=2C=1C(N=CN2)=NN(C1)C=1C(=NC(=NC1)OC)OC)F 4-(4,4-difluoro-2-azaspiro[4.4]nonan-2-yl)-2-(2,4-dimethoxypyrimidin-5-yl)pyrazolo[3,4-d]pyrimidine